6-Ethoxy-2-methylpyrazolo[1,5-a]pyridine-5-carboxylic acid C(C)OC=1C(=CC=2N(C1)N=C(C2)C)C(=O)O